OCCOCCOCCOCCOCC(=O)OCC Ethyl 14-hydroxy-3,6,9,12-tetraoxatetradecan-1-oate